N1C(CCCC1)CO 2-piperidylmethanol